1-pentyn-3-ol C#CC(CC)O